(3-(2-(2,6-Dimethylpyridin-4-yl)-3-isopropyl-1H-indol-5-yl)piperidin-1-yl)(2,2,3,3-tetramethylcyclopropyl)methanon CC1=NC(=CC(=C1)C=1NC2=CC=C(C=C2C1C(C)C)C1CN(CCC1)C(=O)C1C(C1(C)C)(C)C)C